C(C1=CC=CC=C1)N(C(C(=C)C)=O)C(=CCCCC#N)C1=NC=CC=C1 N-benzyl-N-(5-cyano-1-(pyridin-2-yl)pent-1-en-1-yl)methacrylamide